COCC1=CC(O)=C(OC)C=C1 isovanillyl methyl ether